C1(=CC=CC=C1)[S+](C1=CC=C(C=C1)OC)C1=CC=C(C=C1)OC phenylbis(4-methoxyphenyl)sulfonium